ClC=1C=C2C3=C(NC2=CC1)[C@@H](N(CC3)C#N)CC3COCCC3 (1S)-6-chloro-1-(tetrahydropyran-3-ylmethyl)-1,3,4,9-tetrahydropyrido[3,4-b]indole-2-carbonitrile